N[C@H]1CC(N(C1)C1=NC=2N(C(=C1)NCC1=CC=C(C=C1)C1=NC=CC=C1)N=CC2C2CC2)=O (S)-4-amino-1-(3-cyclopropyl-7-((4-(pyridin-2-yl)benzyl)amino)pyrazolo[1,5-a]pyrimidin-5-yl)pyrrolidin-2-one